(3,5-dimethoxyphenyl)oxyisophthalic acid COC=1C=C(C=C(C1)OC)OC1=C(C(=O)O)C=CC=C1C(=O)O